5-(2-butoxyphenoxy)carbonylamino-3-(1-(2-pentyl)-1,2,3,6-tetrahydropyridin-4-yl)-1H-indole C(CCC)OC1=C(OC(=O)NC=2C=C3C(=CNC3=CC2)C=2CCN(CC2)C(C)CCC)C=CC=C1